CC=1C=CC=C2C(=CC=NC12)N[C@H]1CNCC1 (3R)-3-[(8-methyl-4-quinolyl)amino]Pyrrolidine